C(C)C1=CC=C(C(=O)O[C@H]2[C@]3(CC[C@@H](C2)C3(C)C)C)C=C1 (1S,2R,4S)-1,7,7-trimethylbicyclo[2.2.1]heptan-2-yl 4-ethylbenzoate